rel-2-((3R,4R)-4-(((6-(cyclopropyl(4-(1,1,1,3,3,3-hexafluoro-2-hydroxypropan-2-yl)benzyl)amino)-5-fluoropyrimidin-4-yl)amino)methyl)-3-hydroxypiperidin-1-yl)acetamide C1(CC1)N(C1=C(C(=NC=N1)NC[C@@H]1[C@H](CN(CC1)CC(=O)N)O)F)CC1=CC=C(C=C1)C(C(F)(F)F)(C(F)(F)F)O |o1:12,13|